NC1=C(N=C(S1)C1=C(C=CC=C1F)F)C(=O)NC=1C(=C2C(=NC1)[C@H](CC2)O)N2C[C@H]([C@@H]([C@H](C2)C)O)N 5-amino-N-{4-[(3R,4R,5S)-3-amino-4-hydroxy-5-methylpiperidin-1-yl]-(7S)-7-hydroxy-6,7-dihydro-5H-cyclopenta[b]pyridin-3-yl}-2-(2,6-difluorophenyl)-1,3-thiazole-4-carboxamide